[2-(pyridin-4-yl)pyrido[3,4-d]pyrimidin-4-yl]propane-2-sulfonamide lithium 5-(7-bromo-[1,2,4]triazolo[4,3-a]pyridine-3-carboxamido)-6-methylnicotinate BrC1=CC=2N(C=C1)C(=NN2)C(=O)NC=2C(=NC=C(C(=O)[O-])C2)C.[Li+].N2=CC=C(C=C2)C=2N=C(C1=C(N2)C=NC=C1)CC(C)S(=O)(=O)N